C(CCC)C1N(CCC2=CC=CC=C12)C1=CC=CC=C1 1-butyl-2-phenyl-1,2,3,4-tetrahydroisoquinoline